N,3-dimethyl-5-oxo-1-phenyl-N-[1,2,3,4-tetrahydronaphthalin-1-yl]pyrrolidine-3-carboxamid CN(C(=O)C1(CN(C(C1)=O)C1=CC=CC=C1)C)C1CCCC2=CC=CC=C12